NC1=C2N=CN(C2=NC=N1)C[C@@H](C)OCP(OCCOCCCCCCCCCCCC1=CC=C(C=C1)C(C)(C)C)(O)=O 2-((11-(4-(tert-butyl)phenyl)undecyl)oxy)ethyl hydrogen ((((R)-1-(6-amino-9H-purin-9-yl)propan-2-yl)oxy)methyl)phosphonate